FC(OC=1C=CC(=C2C=CC=NC12)N1C[C@@]2(C[C@@]2(C1)C(F)(F)F)C(=O)NN)(F)F (1S,5R)-3-(8-(trifluoromethoxy)quinolin-5-yl)-5-(trifluoromethyl)-3-azabicyclo[3.1.0]hexane-1-carboxylic acid hydrazide